2-(2-ethoxypyridin-3-yl)-1'-[5-ethoxy-4-(trifluoromethyl)pyridin-3-yl]spiro[6,7-dihydro-1,7-naphthyridine-5,4'-piperidine]-8-one C(C)OC1=NC=CC=C1C1=NC=2C(NCC3(CCN(CC3)C=3C=NC=C(C3C(F)(F)F)OCC)C2C=C1)=O